(2R)-N-[4-(3-Anilino-5-methyl-4-oxo-4,5-dihydro-1H-pyrrolo[3,2-c]pyridin-2-yl)pyridin-2-yl]-4,4-difluoro-2-(4-fluorophenyl)butanamid N(C1=CC=CC=C1)C1=C(NC2=C1C(N(C=C2)C)=O)C2=CC(=NC=C2)NC([C@H](CC(F)F)C2=CC=C(C=C2)F)=O